[Os].O[C@@]1([C@@H](CCC1)O)CNC(OC(C)(C)C)=O cis-tert-Butyl ((1,2-dihydroxycyclopentyl)methyl)carbamate Osmium